C1(=CC=CC=C1)C=1C(=C(C(=C(C1)C1=C(C=CC=2SC3=C(C21)C=CC=C3)C3=CC=CC=C3)C3=NC=CC=C3)C3=NN=NC(=C3C3=CC=CC=C3)C3=CC=CC=C3)C3=CC=CC=C3 diphenyl-(diphenyltriazinyl)(pyridinyl)(phenyldibenzothiophenyl)benzene